Cl.C12CNCC2C1C(=O)N 3-azabicyclo[3.1.0]hexane-6-carboxamide hydrochloride